C(#N)C(CCC(=O)O)(C)S(=O)(=O)C(=S)S(=O)(=O)CCCCCCCCCCCC 4-cyano-4-(dodecylsulfonylthiocarbonyl)sulfonylvaleric acid